5-((5-fluoro-1-(triisopropylsilyl)-1H-indol-3-yl)methyl)pyrrolidin-2-one FC=1C=C2C(=CN(C2=CC1)[Si](C(C)C)(C(C)C)C(C)C)CC1CCC(N1)=O